[[2-[(2R,5S)-2-(5-acetamido-2-thienyl)-5-methyl-1-piperidyl]-2-oxo-acetyl]amino]pyridine-3-carboxamide C(C)(=O)NC1=CC=C(S1)[C@@H]1N(C[C@H](CC1)C)C(C(=O)NC1=NC=CC=C1C(=O)N)=O